tert-butyl 3-{[6-chloro-8-(methoxycarbonyl)pyrido[3,2-d]pyrimidin-4-yl]amino}-3-phenylpiperidine-1-carboxylate ClC=1C=C(C=2N=CN=C(C2N1)NC1(CN(CCC1)C(=O)OC(C)(C)C)C1=CC=CC=C1)C(=O)OC